OCC=1C[C@H]2[C@@H](C(OC=3C=C(C=C(C23)[O-])C(C)(CCCCCC)C)(C)C)CC1 (6As,10aS)-9-(hydroxymethyl)-6,6-dimethyl-3-(2-methyloctan-2-yl)-6a,7,10,10a-tetrahydrobenzo[c]chromen-1-olate